(E)-N-(4-((3-chloro-2-fluorophenyl)amino)-5-methoxyquinazolin-6-yl)-4-(cyclopropyl(methyl)amino)but-2-enamide ClC=1C(=C(C=CC1)NC1=NC=NC2=CC=C(C(=C12)OC)NC(\C=C\CN(C)C1CC1)=O)F